3,7-dimethyl-N-(phenylaminomethylthio)oct-6-enamide CC(CC(=O)NSCNC1=CC=CC=C1)CCC=C(C)C